1-(2,4-difluorophenyl)-5-methyl-N-(quinolin-2-yl)-1H-pyrazole-4-carboxamide FC1=C(C=CC(=C1)F)N1N=CC(=C1C)C(=O)NC1=NC2=CC=CC=C2C=C1